N-(tert-amyl)octane-1,8-diamine C(C)(C)(CC)NCCCCCCCCN